1-(1-isopropylazetidin-3-yl)-4-(4,4,5,5-tetramethyl-1,3,2-dioxaborolan-2-yl)-1H-pyrazole C(C)(C)N1CC(C1)N1N=CC(=C1)B1OC(C(O1)(C)C)(C)C